N-(4-bromobenzyl)-5-oxopyrrolidine-3-carboxamide BrC1=CC=C(CNC(=O)C2CNC(C2)=O)C=C1